1-[1-(3-chlorophenyl)ethyl]-3-piperidinol ClC=1C=C(C=CC1)C(C)N1CC(CCC1)O